C(C#C)OC=1C=CC(=NC1)C=O 5-(prop-2-yne-1-yloxy)pyridinecarboxaldehyde